2,2,7,7'-tetra[N,N'-di(4-methoxyphenyl)amino]-9,9'-spirobifluorene COC1=CC=C(C=C1)N(C1=CC=C(C=C1)OC)C1(CC=2C3(C4=CC(=CC=C4C2C=C1)N(C1=CC=C(C=C1)OC)C1=CC=C(C=C1)OC)C1=CC(=CC=C1C=1C=CC=CC13)N(C1=CC=C(C=C1)OC)C1=CC=C(C=C1)OC)N(C1=CC=C(C=C1)OC)C1=CC=C(C=C1)OC